t-butylcarbonyloxy peroxide C(C)(C)(C)C(=O)OOOOC(=O)C(C)(C)C